8-(4-(dimethylamino)piperidin-1-yl)-6,6-dimethyl-11-oxo-3-((trimethylsilyl)ethynyl)-6,11-dihydro-5H-benzo[b]carbazole-9-carbonitrile CN(C1CCN(CC1)C=1C(=CC2=C(C(C=3NC4=CC(=CC=C4C3C2=O)C#C[Si](C)(C)C)(C)C)C1)C#N)C